5-Bromo-2-hydroxy-N,N-dimethyl-3-(trifluoromethyl)benzenesulfonamide BrC=1C=C(C(=C(C1)S(=O)(=O)N(C)C)O)C(F)(F)F